Tert-butyl 4-(6-fluoro-1-(1-(4-methoxybenzyl)-2,6-dioxopiperidin-3-yl)-3-methyl-2-oxo-2,3-dihydro-1H-benzo[d]imidazol-5-yl)piperidine-1-carboxylate FC=1C(=CC2=C(N(C(N2C)=O)C2C(N(C(CC2)=O)CC2=CC=C(C=C2)OC)=O)C1)C1CCN(CC1)C(=O)OC(C)(C)C